1-((1-(1,4-dioxane-2-carbonyl)piperidin-3-yl)methyl)-4-chloro-N-(5-((4-fluorophenyl)ethynyl)-3-methylpyridin-2-yl)-1H-pyrazole-5-carboxamide O1C(COCC1)C(=O)N1CC(CCC1)CN1N=CC(=C1C(=O)NC1=NC=C(C=C1C)C#CC1=CC=C(C=C1)F)Cl